(1R,3S)-3-(1-(tert-butyl)-5-((4-cyanopyridin-2-yl)amino)-1H-pyrazol-3-yl)cyclopentylisopropyl carbamate C(N)(OC(C)(C)[C@H]1C[C@H](CC1)C1=NN(C(=C1)NC1=NC=CC(=C1)C#N)C(C)(C)C)=O